(R)-3-((4-((dimethylamino)methyl)benzyl)amino)-6-fluoro-5-(1-(2-fluorophenyl)ethyl)-4H-benzo[e][1,2,4]thiadiazine 1,1-dioxide CN(C)CC1=CC=C(CNC2=NS(C3=C(N2)C(=C(C=C3)F)[C@H](C)C3=C(C=CC=C3)F)(=O)=O)C=C1